1-(4-tert-butylphenyl)-1-ethanone C(C)(C)(C)C1=CC=C(C=C1)C(C)=O